8-(Methylsulfonyl)-2-((S)-5H-imidazo[5,1-a]isoindol-5-yl)-8-azaspiro[4.5]decan-1-ol CS(=O)(=O)N1CCC2(CCC(C2O)[C@@H]2N3C(C4=CC=CC=C24)=CN=C3)CC1